O=C1N(C(CN1C1=CC=C(C=C1)C(F)(F)F)=O)CC1=CC(=C(OC(C(=O)O)(C)C)C=C1)C(F)(F)F 2-(4-((2,5-Dioxo-3-(4-(trifluoromethyl)phenyl)imidazolidin-1-yl)methyl)-2-(trifluoromethyl)phenoxy)-2-methylpropionic acid